eicosatrienoic acid isopropyl ester C(C)(C)OC(C=CC=CC=CCCCCCCCCCCCCC)=O